COC(C1=C(C=CC=C1)C1NCCC(C1)C1=NC=CC(=C1)C)=O 4-(4-methylpyridin-2-yl)piperidin-2-ylbenzoic acid methyl ester